4-Amino-N-(5-methylisoxazol-3-yl)-N-(3-(((3R,6R,8aS,9R,10S,12R,12aR)-3,6,9-trimethyldecahydro-12H-3,12-epoxy[1,2]dioxepino[4,3-i]isochromen-10-yl)oxy)propyl)benzenesulfonamide NC1=CC=C(C=C1)S(=O)(=O)N(CCCO[C@H]1O[C@H]2[C@@]34C([C@@H](CC[C@H]3[C@H]1C)C)CC[C@@](OO4)(O2)C)C2=NOC(=C2)C